sulfo butyl ether C(CCC)OS(=O)(=O)O